BrC1=CN(C2=NC=CC(=C21)Br)COCC[Si](C)(C)C 3,4-Dibromo-1-((2-(trimethylsilyl)ethoxy)methyl)-1H-pyrrolo[2,3-b]pyridine